O=C1OC([C@H]([C@@H]1NC(OCC1=CC=CC=C1)=O)NC(OCC1=CC=CC=C1)=O)=O dibenzyl ((3S,4S)-2,5-dioxotetrahydrofuran-3,4-diyl)dicarbamate